(5S,7R,8R,9S,10R)-8-hydroxy-7-(hydroxymethyl)-9-(4-(3,4,5-trifluorophenyl)-1H-1,2,3-triazol-1-yl)-1,6-dioxaspiro[4.5]decan-10-yl 3-methoxybenzoate COC=1C=C(C(=O)O[C@@H]2[C@H]([C@H]([C@H](O[C@@]23CCCO3)CO)O)N3N=NC(=C3)C3=CC(=C(C(=C3)F)F)F)C=CC1